C(C)(=O)N1CC(C=C1C1=CC=CC=C1)(CS(=O)(=O)C1=CC=C(C=C1)C(F)(F)F)C 1-acetyl-3-methyl-5-phenyl-3-((4-(trifluoromethyl)phenyl)sulfonyl)methyl-1,3-dihydro-2H-pyrrole